C(CCCCCCCCC)OC(=O)OCCCCCN(CCCCCCCC(=O)OC(CCCCCCCC)CCCCCCCC)CCO heptadecan-9-yl 8-((5-(((decyloxy)carbonyl)oxy)pentyl)(2-hydroxyethyl)amino)octanoate